NC1=CC=C(C=C1)S(=O)(=O)CP(OC)(=O)C methyl (4-aminophenylsulfonyl)methyl(methyl)phosphinate